N-ethyl-N-((6-(3-methyl-1H-pyrrolo[2,3-b]Pyridin-5-yl)isochroman-8-yl)methyl)ethanamine C(C)N(CC)CC=1C=C(C=C2CCOCC12)C=1C=C2C(=NC1)NC=C2C